O[C@@H]1[C@@H](COC1)N1C(N=CC=C1C1=CC=C(C=C1)OC(F)(F)F)C=1C=NN(C1)C N-[(cis)-4-Hydroxyoxolan-3-yl]-2-(1-methyl-1H-pyrazol-4-yl)-6-[4-(trifluoromethoxy)phenyl]pyrimidin